methyl 4-({5H,6H,7H,8H-pyrido[3,4-d]pyrimidin-2-yl}amino)benzoate N1=C(N=CC2=C1CNCC2)NC2=CC=C(C(=O)OC)C=C2